C(C)(C)(C)OC(=O)N([C@H](C(=O)O)CC=1C=NC=C(C1)OC(=O)OC(C)(C)C)C (S)-2-((tert-butoxycarbonyl)(methyl)amino)-3-(5-((tert-butoxycarbonyl)oxy)pyridin-3-yl)propanoic acid